C(C1=CC=CC=C1)OC1=C(C=C(C(=C1)Br)F)C(C(=O)OC)C(F)(F)F methyl 2-(2-benzyloxy-4-bromo-5-fluoro-phenyl)-3,3,3-trifluoro-propionate